C(C1=CC=CC=C1)OC(=O)N1[C@H](C[C@H](CC1)C=O)C1=CC=CC=C1 |r| rac-(2r,4s)-4-formyl-2-phenylpiperidine-1-carboxylic acid benzyl ester